O=C1NC(CCC1N1C(C2=C(C=C(C=C2C1)CN1CCN(CC1)C1CCN(CC1)C=1C(=CC2=C(C(C=3NC4=CC(=CC=C4C3C2=O)C#N)(C)C)C1)CC)F)=O)=O 8-(4-(4-((2-(2,6-dioxopiperidin-3-yl)-7-fluoro-1-oxoisoindolin-5-yl)methyl)piperazin-1-yl)piperidin-1-yl)-9-ethyl-6,6-dimethyl-11-oxo-6,11-dihydro-5H-benzo[b]carbazole-3-carbonitrile